C(C(CCCCO)O)O 1,2,6-n-hexanetriol